2-(7-phenyl-9-(pyridin-2-yl)-5,6-dihydrobenzo[h]quinolin-2-yl)phenol C1(=CC=CC=C1)C1=CC(=CC2=C1CCC=1C=CC(=NC21)C2=C(C=CC=C2)O)C2=NC=CC=C2